2-(N,N-dibutyl-4-aminophenyl)-5-(4-nitrophenyl)thiazolo[5,4-d]thiazole C(CCC)N(C1=CC=C(C=C1)C=1SC=2N=C(SC2N1)C1=CC=C(C=C1)[N+](=O)[O-])CCCC